5-Methylcyclohexane-1,3-dione CC1CC(CC(C1)=O)=O